C1(CCCCC1)CNC(=O)C=1OC2=CC(=CC=C2C(C1)=O)O N-(cyclohexylmethyl)-7-hydroxy-4-oxo-chromene-2-carboxamide